ClC1=CC=2N=C(N=CC2C(=N1)N1[C@@H](CC1)C(F)(F)F)SC (2S)-1-[7-chloro-2-(methylsulfanyl)pyrido[4,3-d]pyrimidin-5-yl]-2-(trifluoromethyl)azetidine